(E)-1,2-dichloro-4-ethoxy-5-(3-methoxyallyl)benzene ClC1=C(C=C(C(=C1)C\C=C\OC)OCC)Cl